N1CCC(CC1)N1N=CC(=C1)C1=CC(=C(C=C1)NC1=NC=C(C(=N1)NC1=C(C(=O)NC)C=CC=C1)C(F)(F)F)OC 2-{[2-({4-[1-(hexahydropyridin-4-yl)pyrazol-4-yl]-2-methoxyphenyl}amino)-5-(trifluoromethyl)pyrimidin-4-yl]amino}-N-methylbenzamide